C[C@H](CCCC(C)C)[C@H]1CC[C@@H]2[C@@]1(CCC3=C2CC=C4[C@@]3(CC[C@@H](C4)O)C)C 8-dehydrocholesterol